2-(4-(trifluoromethyl)-7-((2-(trimethylsilyl)ethoxy)methyl)-3,4-dihydro-2H-pyrrolo[3',2':5,6]pyrido[2,3-b][1,4]oxazepin-1(7H)-yl)benzoate FC(C1CCN(C2=C(O1)N=C1C(=C2)C=CN1COCC[Si](C)(C)C)C1=C(C(=O)[O-])C=CC=C1)(F)F